S=C1NCCC1C(=O)O 2-thioxo-pyrrolidine-3-carboxylic acid